(1S,3S)-3-[({cis-3-[methyl(7H-pyrrolo[2,3-d]pyrimidin-4-yl)amino]cyclobutyl}methyl)-sulfonyl]cyclopentanecarbonitrile CN([C@H]1C[C@H](C1)CS(=O)(=O)[C@@H]1C[C@H](CC1)C#N)C=1C2=C(N=CN1)NC=C2